C(C=C)N(/N=C/C1=CC=C(C=C1)C)C1=CC=CC=C1 (E)-1-allyl-2-(4-methylbenzylidene)-1-phenylhydrazine